N'-[methylenebis(4,1-phenyleneiminocarbonyl)]bis[4-methyl-benzenesulfonamide] C(C1=CC=C(C=C1)NC(=O)C1=C(C=CC(=C1)C)S(=O)(=O)N)C1=CC=C(C=C1)NC(=O)C1=C(C=CC(=C1)C)S(=O)(=O)N